[N-](S(=O)(=O)C(F)(F)F)S(=O)(=O)C(F)(F)F.C(=C)N1C=[N+](C=C1)CCCC 1-vinyl-3-butylimidazolium trifluoromethanesulfonimide salt